5-hydroxy-2-(piperazine-1-yl)benzo[d]thiazole-6-carboxylic acid hydrobromide Br.OC=1C(=CC2=C(N=C(S2)N2CCNCC2)C1)C(=O)O